6-methyl-2-(1-((2-(trimethylsilyl)ethoxy)methyl)-1H-pyrazol-4-yl)-6,7,8,9-tetrahydro-4H-thieno[2,3-c]chromen-4-one CC1CCCC=2C3=C(C(OC12)=O)SC(=C3)C=3C=NN(C3)COCC[Si](C)(C)C